(R)- or (S)-nipecotic acid N1C[C@H](C(=O)O)CCC1 |o1:2|